Ethyl 2-(4-(2-(2,4-dioxo-3-(4-(trifluoromethyl)phenyl)imidazolidin-1-yl)ethyl)-2,6-dimeth-ylphenoxy)-2-methylpropionate O=C1N(CC(N1C1=CC=C(C=C1)C(F)(F)F)=O)CCC1=CC(=C(OC(C(=O)OCC)(C)C)C(=C1)C)C